5-bromo-2-cyclopropyl-7-methyl-3-nitrosopyrazolo[1,5-a]pyridine BrC1=CC=2N(C(=C1)C)N=C(C2N=O)C2CC2